BrC=1C=C(C=C(C1)Br)NC(=O)C1=CC=CC2=CC(=CC=C12)B1OC(C(O1)(C)C)(C)C N-(3,5-dibromophenyl)-6-(4,4,5,5-tetramethyl-1,3,2-dioxaborolan-2-yl)-1-naphthalenecarboxamide